C1(=CC=CC=C1)C1CNC(=C1N=NC1=CC=C(C=C1)OCC)C1=CC=C(C=C1)OC 3-phenyl-4-(p-ethoxyphenyl-diazenyl)-5-(p-methoxyphenyl)-2,3-dihydropyrrole